NC=1C=C(C=C(C1O)C)CCC1=CC(=C(C(=C1)C)O)N 1,2-bis(3-amino-5-meThyl-4-hydroxyphenyl)ethane